C1=CC=CC2SC3=CC=CC=C3NC12 4a,10a-dihydro-10H-phenothiazine